(R)-N-(3-fluoro-4-(3-((5-isopropoxy-6-(1H-pyrazol-4-yl)-[1,2,4]triazolo[1,5-a]pyrazin-2-yl)amino)piperidine-1-carbonyl)phenyl)acrylamide FC=1C=C(C=CC1C(=O)N1C[C@@H](CCC1)NC1=NN2C(C=NC(=C2OC(C)C)C=2C=NNC2)=N1)NC(C=C)=O